rel-N-((1R,2S)-8'-(3-hydroxyazetidin-1-yl)-2-methyl-4'H-spiro[cyclopropane-1,5'-naphtho[2,1-d]isoxazol]-3'-yl)-2,4-dimethoxypyridine-3-sulfonamide OC1CN(C1)C1=CC=C2[C@]3(CC=4C(=NOC4C2=C1)NS(=O)(=O)C=1C(=NC=CC1OC)OC)[C@H](C3)C |o1:9,32|